(2S)-2-[[(4Z)-4-(1,3-benzothiazol-6-ylmethylene)-5-oxo-1H-imidazol-2-yl]amino]-3-hydroxy-butanoic acid methyl ester COC([C@H](C(C)O)NC=1NC(/C(/N1)=C/C1=CC2=C(N=CS2)C=C1)=O)=O